N1N=C(C=C1)OCC(CCC(C(=O)NN(C(=O)OCC1=CC=CC=C1)C)(C)C1=CC(=CC=C1)C[C@@H](C(=O)OC)C)(F)F benzyl 2-(6-((1H-pyrazol-3-yl)oxy)-5,5-difluoro-2-(3-((S)-3-methoxy-2-methyl-3-oxopropyl)phenyl)-2-methylhexanoyl)-1-methylhydrazine-1-carboxylate